4-(((cis)-1-(3-cyanopropionyl)-4-ethylpyrrolidin-3-yl)amino)-1H-pyrrolo[2,3-b]pyridine-5-carbonitrile C(#N)CCC(=O)N1C[C@H]([C@H](C1)CC)NC1=C2C(=NC=C1C#N)NC=C2